2-(5-iodo-2-methylphenyl)-7-(methylthio)thiazolo[5,4-d]pyrimidine IC=1C=CC(=C(C1)C=1SC=2N=CN=C(C2N1)SC)C